FC1(CC2=CC=C(C=C2C1)[N+](=O)[O-])F 2,2-difluoro-5-nitro-2,3-dihydro-1H-indene